C(C)OC(CCC(=O)C1=NC(=CC(=C1O)Br)CC=1C(=NOC1C)C)=O 4-[4-Bromo-6-(3,5-dimethyl-isoxazol-4-ylmethyl)-3-hydroxy-pyridin-2-yl]-4-oxo-butyric acid ethyl ester